(S)-4-(2-(4-(5-chloro-2-(4-chloro-1H-1,2,3-triazol-1-yl)phenyl)-6-oxopyrimidin-1(6H)-yl)-4-methylpentanamido)benzoic acid ClC=1C=CC(=C(C1)C=1N=CN(C(C1)=O)[C@H](C(=O)NC1=CC=C(C(=O)O)C=C1)CC(C)C)N1N=NC(=C1)Cl